The molecule is a phosphatidylcholine O-38:6 in which the alkyl and acyl groups specified at positions 1 and 2 are hexadecyl and (4Z,7Z,10Z,13Z,16Z,19Z)-docosahexaenoyl respectively. It is a phosphatidylcholine O-38:6 and a 2-acyl-1-alkyl-sn-glycero-3-phosphocholine. It derives from an all-cis-docosa-4,7,10,13,16,19-hexaenoic acid. CCCCCCCCCCCCCCCCOC[C@H](COP(=O)([O-])OCC[N+](C)(C)C)OC(=O)CC/C=C\\C/C=C\\C/C=C\\C/C=C\\C/C=C\\C/C=C\\CC